C(C)(C)(C)OC(=O)N1S(OC(C1)C)=O 5-methyl-1,2,3-oxathiazolidine-3-carboxylic acid tert-butyl ester-2-oxide